calcium citrate monohydrate O.C(CC(O)(C(=O)[O-])CC(=O)[O-])(=O)[O-].[Ca+2].C(CC(O)(C(=O)[O-])CC(=O)[O-])(=O)[O-].[Ca+2].[Ca+2]